ClC1=C(C=CC(=C1)N1C(CCC1)=O)C(CNC1=CC(=NN1)[C@@H]1C[C@@H](CC1)N(C([O-])=O)C1(CC1)C)C (1R,3S)-3-(5-(2-(2-Chloro-4-(2-oxopyrrolidin-1-yl)phenyl)propylamino)-1H-pyrazol-3-yl)cyclopentanyl(1-methylcyclopropyl)carbamate